3-(4'-cyano-[1,1'-biphenyl]-3-yl)-1-(2-hydroxyethyl)-1-(3-fluorobenzyl)urea C(#N)C1=CC=C(C=C1)C1=CC(=CC=C1)NC(N(CC1=CC(=CC=C1)F)CCO)=O